BrC=1OC2=C(C1)C(CCC2)=O 2-bromo-6,7-dihydro-4(5H)-benzofuranone